C(C1=CC=CC=C1)(C1=CC=CC=C1)C=1C=C(C=C(C1)C(C1=CC=CC=C1)C1=CC=CC=C1)C1=C(C(=CC=C1OC)OC)P(C(C)(C)C)C(C)(C)C [3',5'-bis(benzhydryl)-3,6-dimethoxy-biphenyl-2-yl]Di-tert-butylphosphine